COC(=O)C1=NC=C2N1C=C(C=C2Cl)S(=O)(=O)Cl 8-Chloro-6-(chlorosulfonyl)imidazo[1,5-a]pyridine-3-carboxylic acid methyl ester